2-[2-[(2S)-4-[6-(6-fluoro-5-isopropoxy-1H-indazol-3-yl)pyrimidin-4-yl]-2-methyl-piperazin-1-yl]ethoxy]isoindoline-1,3-dione FC1=C(C=C2C(=NNC2=C1)C1=CC(=NC=N1)N1C[C@@H](N(CC1)CCON1C(C2=CC=CC=C2C1=O)=O)C)OC(C)C